COC=1C(=CC=2C3=C(C4=C(OCC=C4)C2C1)C(C1=CC=CC=C13)(C)C)OC 6,7-dimethoxy-13,13-dimethyl-3H,13H-indeno[2',3':3,4]-naphtho[1,2-b]pyran